7-(2-iodobenzoyl)-2,7-diazaspiro[3.5]nonane-2-carboxylic acid t-butyl ester C(C)(C)(C)OC(=O)N1CC2(C1)CCN(CC2)C(C2=C(C=CC=C2)I)=O